4-bromo-N-(2-chloro-6-fluorophenyl)-2-iodo-N-(4,4,4-trifluoro-3-methylbut-2-en-1-yl)benzamide BrC1=CC(=C(C(=O)N(CC=C(C(F)(F)F)C)C2=C(C=CC=C2F)Cl)C=C1)I